FC1(CN(C1)C=1OC2=C(C=C(C=C2C(C1)=O)C)C(C)NC1=C(C(=O)O)C=CC=C1)C(F)(F)F 2-[1-[2-[3-Fluoro-3-(trifluoromethyl)azetidin-1-yl]-6-methyl-4-oxo-chromen-8-yl]ethylamino]benzoic acid